ClC=1C(=C(C(=C(C1)C)C)C=O)OCC 3-chloro-2-ethoxy-5,6-xylenecarbaldehyde